5-mercapto-1,3,4-thiadiazol-2-yl-thioacetic acid SC1=NN=C(S1)CC(=S)O